C(C1=CC=CC=C1)N1N=C(C(=C1NC(CC1CC(C1)(F)F)=O)C)C1CC(C1)(F)F N-(1-benzyl-3-(3,3-difluorocyclobutyl)-4-methyl-1H-pyrazol-5-yl)-2-(3,3-difluorocyclobutyl)acetamide